4-{3-[4-(benzyloxy)benzyl]-7-fluoro-6-[2-fluoro-1-(fluoromethyl)ethoxy]-2,4-dioxo-3,4-dihydroquinazolin-1(2H)-yl}piperidine-1-carbaldehyde C(C1=CC=CC=C1)OC1=CC=C(CN2C(N(C3=CC(=C(C=C3C2=O)OC(CF)CF)F)C2CCN(CC2)C=O)=O)C=C1